CN1CCC(CC1)OC(=O)OC(CCCOC(CCCCC(CCCCCCCCC(=O)[O-])CCCCCCCCC(=O)[O-])=O)CCCCCCCCCCCC 2-(5-((4-((((1-methylpiperidin-4-yl)oxy)carbonyl)oxy)hexadecyl)oxy)-5-oxopentyl)propane-1,3-diyldioctanoate